BrC1=CC2=C(OC3=C2C=CC=C3)C(=C1)Cl 2-bromo-4-chloro-Dibenzofuran